FC1=CC=C(C=C1)N1N=CC2=CC(=C(C=C12)C)C1(CN(CC1)S(=O)(=O)C=1C=NN(C1)C)CB1OC(C(O1)(C)C)(C)C (4-fluorophenyl)-6-methyl-5-(1-((1-methyl-1H-pyrazol-4-yl)sulfonyl)-3-((4,4,5,5-tetramethyl-1,3,2-dioxaborolan-2-yl)methyl)pyrrolidin-3-yl)-1H-indazole